FC(CNC1=C(C#N)C=C(C=C1)C=1OC(=NN1)C=1C=C2C=NNC2=CC1)F 2-[(2,2-difluoro-ethyl)amino]-5-[5-(1H-indazol-5-yl)-1,3,4-oxadiazol-2-yl]benzonitrile